C1(CC1)C=1C=C(C=2N(C1)C=C(N2)CN2C(C1=CC=CC=C1C2=O)=O)C2(CN(C2)C(=O)OC(C)(C)C)F tert-butyl 3-(6-cyclopropyl-2-((1,3-dioxoisoindolin-2-yl)methyl)imidazo[1,2-a]pyridin-8-yl)-3-fluoroazetidine-1-carboxylate